N-[2-methyl-5-(2-oxoimidazolidin-1-yl)phenyl]-2-[3-methyl-5-(1-piperidylsulfonyl)indol-1-yl]propanamide CC1=C(C=C(C=C1)N1C(NCC1)=O)NC(C(C)N1C=C(C2=CC(=CC=C12)S(=O)(=O)N1CCCCC1)C)=O